N-(4-(benzofuran-2-yl)thiazol-2-yl)-4-((3,5-dimethylisoxazol-4-yl)methoxy)benzamide O1C(=CC2=C1C=CC=C2)C=2N=C(SC2)NC(C2=CC=C(C=C2)OCC=2C(=NOC2C)C)=O